8-Chloro-2-(1-methyl-1H-pyrazol-4-yl)-1,5-naphthyridine ClC=1C=CN=C2C=CC(=NC12)C=1C=NN(C1)C